FC(C1=C(C(=NC=C1)OC)N1CCC(CC1)N1C(N(C=2C([C@@H]1C)=CNN2)CC2=C(C=CC=C2)C(F)(F)F)=O)F (S)-5-(4'-Difluoromethyl-2'-methoxy-3,4,5,6-tetrahydro-2H-[1,3']bipyridinyl-4-yl)-4-methyl-7-(2-trifluoromethyl-benzyl)-2,4,5,7-tetrahydro-pyrazolo[3,4-d]pyrimidin-6-on